C1=CC(C(C=C1)=O)=O 3,4-benzoquinone